2,4-dihydroxyterephthalic acid OC1=C(C(=O)O)C=CC(C1)(C(=O)O)O